[C@H]12COC[C@@H]2C1C=1OC2=C(C1C1=C3C=CN(C3=CC=C1)C)C=C(C=C2C(=O)NC)C(=O)N (1R,5S,6r)-3-oxabicyclo[3.1.0]hexan-6-yl-N7-methyl-3-(1-methyl-1H-indol-4-yl)benzofuran-5,7-dicarboxamide